5-(4-fluoropiperidin-1-yl)-2-morpholinothiazole FC1CCN(CC1)C1=CN=C(S1)N1CCOCC1